Tert-butyl 2-(6-cyano-1-(2-(2-fluoro-6-methoxyphenyl)-2-((tetrahydro-2H-pyran-4-yl) oxy) ethyl)-5-methyl-2,4-dioxo-1,2-dihydrothieno[2,3-d]pyrimidin-3(4H)-yl)-2-methylpropanoate C(#N)C1=C(C2=C(N(C(N(C2=O)C(C(=O)OC(C)(C)C)(C)C)=O)CC(OC2CCOCC2)C2=C(C=CC=C2OC)F)S1)C